bis(methylsulfonyloxyethyl)methanesulfonamide (3-tetrahydropyran-4-yloxycyclobutyl)4-methylbenzenesulfonate O1CCC(CC1)OC1CC(C1)OS(=O)(=O)C1=CC=C(C=C1)C.CS(=O)(=O)OCCC(S(=O)(=O)N)CCOS(=O)(=O)C